NC(C(C1CC1)C1CC1)C=1NC=2C(=NC(=CC2)C2N(CCC(C2)(C(F)(F)F)O)C(=O)C23CC(C2)(C3)F)N1 syn-(rac)-{2-[2-(1-Amino-2,2-dicyclopropylethyl)-1H-imidazo[4,5-b]pyridin-5-yl]-4-hydroxy-4-(trifluoromethyl)piperidin-1-yl}(3-fluorobicyclo[1.1.1]pentan-1-yl)methanone